4-amino-1-(2,6-dichloro-4-(2,2-difluoroethyl)phenyl)-N-(5-((ethylamino)methyl)pyridin-3-yl)-6-oxo-1,6-dihydropyrimidine-5-carboxamide NC=1N=CN(C(C1C(=O)NC=1C=NC=C(C1)CNCC)=O)C1=C(C=C(C=C1Cl)CC(F)F)Cl